[Sb](=[Se])=[Te] antimony selenide telluride